FC(C1=NN=C(O1)C1=CC(=C(CN2C(N(C3=C2C=C(C=C3)C3=CC=C(C=C3)C(F)(F)F)C3CCN(CC3)C)=O)C=C1)F)F 3-(4-(5-(difluoromethyl)-1,3,4-oxadiazole-2-yl)-2-fluorobenzyl)-1-(1-methylpiperidine-4-yl)-5-(4-(trifluoromethyl)phenyl)-1,3-dihydro-2H-benzo[d]imidazole-2-one